(S)-3,4-dichloro-N-(2-(dimethylamino)-3-(4-hydroxy-2,6-dimethylphenyl)propyl)benzamide ClC=1C=C(C(=O)NC[C@H](CC2=C(C=C(C=C2C)O)C)N(C)C)C=CC1Cl